C(#C)C1CCC2(CN(C2)C(=O)OCCCC)CC1 butyl 7-ethynyl-2-azaspiro[3.5]nonane-2-carboxylate